5-bromo-3-((3-(4-hydroxyphenyl)-1-methoxy-1-oxopropan-2-ylimino)methyl)-2-(isobutyryloxy)phenyl-nicotinate BrC=1C=C(C(=C(C1)OC(C1=CN=CC=C1)=O)OC(C(C)C)=O)C=NC(C(=O)OC)CC1=CC=C(C=C1)O